B([O-])([O-])[O-].[K+].[K+].[K+] Kalium borat